(S)-N-methyl-1-(1,6,7,9-tetrahydro-3H-furo[3,4-H]isochromen-9-yl)methylamine CNC[C@H]1OCCC=2C=CC3=C(C12)COC3